N(=[N+]=[N-])CCOCCOCCOCCOCCOCCOCCC(=O)OC1=C(C(=C(C(=C1F)F)F)F)F 2,3,4,5,6-pentafluorophenyl 1-azido-3,6,9,12,15,18-hexaoxahenicosan-21-oate